C1(CC1)COC1=C(OC2C3CN(CC2CC3)C=3N=NC(=CC3)C(F)(F)F)C=CC(=C1)C(F)(F)F (8-syn)-8-(2-cyclopropylmethoxy-4-trifluoromethyl-phenoxy)-3-(6-trifluoromethyl-pyridazin-3-yl)-3-azabicyclo[3.2.1]octane